2-amino-6-borono-2-(3-(4-(pyrimidin-2-ylmethyl)piperidin-1-yl)propyl)hexanoic acid NC(C(=O)O)(CCCCB(O)O)CCCN1CCC(CC1)CC1=NC=CC=N1